5-butyl-2-methyloxazole C(CCC)C1=CN=C(O1)C